2,2-bis(4-methacryloxyethoxyphenyl)propane C(C(=C)C)(=O)OCCOC1=CC=C(C=C1)C(C)(C)C1=CC=C(C=C1)OCCOC(C(=C)C)=O